((3-methoxythiophen-2-yl)methyl)-2-(9-(pyridin-2-yl)-6-oxaspiro[4.5]decan-9-yl)ethanamine COC1=C(SC=C1)CC(CC1(CCOC2(CCCC2)C1)C1=NC=CC=C1)N